CC=1SC(=C(C1C(=O)NC1CC2(CC(C2)C(=O)O)C1)CC1=CC=C(C=C1)C1=CC(=CC=C1)C(F)(F)F)C 6-(2,5-dimethyl-4-((3'-(trifluoromethyl)-[1,1'-biphenyl]-4-yl)methyl)thiophene-3-carboxamido)spiro[3.3]heptane-2-carboxylic acid